C(CCCCCCCCCCCCC)(=O)C(CO)(O)CO monomyristoyl-glycerol